NC1=CC(=C(C=C1)S(=O)(=O)NC1=CC(=CC=C1)OC(F)(F)F)OCC 4-amino-2-ethoxy-N-(3-(trifluoromethoxy)phenyl)benzenesulfonamide